FC(CC1OCCO1)(F)F (2,2,2-trifluoroethyl)-1,3-dioxolane